tert-butyl (S)-3-(benzo[d]thiazol-2-yl)-2-(3-(sec-butylamino)propanamido)-4,7-dihydrothieno[2,3-c]pyridine-6(5H)-carboxylate S1C(=NC2=C1C=CC=C2)C2=C(SC=1CN(CCC12)C(=O)OC(C)(C)C)NC(CCN[C@@H](C)CC)=O